C(C#C)OCCC(=O)O 3-(2-Propyn-1-yloxy)propanoic Acid